C(C)OC(=O)C1=CN(C2=NC=C(C=C2C1=O)Br)C(COC1OCCCC1)(COC1OCCCC1)C 6-bromo-1-[1-methyl-2-tetrahydropyran-2-yloxy-1-(tetrahydropyran-2-yloxymethyl)ethyl]-4-oxo-1,8-naphthyridine-3-carboxylic acid ethyl ester